2-(3,5-Dichloro-4-((4-methyl-2-(5-methylfuran-2-yl)quinolin-6-yl)oxy)phenyl)-3,5-dioxo-2,3,4,5-tetrahydro-1,2,4-triazine-6-carbonitrile ClC=1C=C(C=C(C1OC=1C=C2C(=CC(=NC2=CC1)C=1OC(=CC1)C)C)Cl)N1N=C(C(NC1=O)=O)C#N